methyl N,N'-dimethyl-3,5-diaminobenzoate CNC=1C=C(C(=O)OC)C=C(C1)NC